(E)-3-(4-Fluorophenyl)-1-[4-(4-hydroxybutoxy)phenyl]prop-2-en-1-one FC1=CC=C(C=C1)/C=C/C(=O)C1=CC=C(C=C1)OCCCCO